ClC1=C(C=C(C=C1)Cl)CNC(=O)C1CN(C(C1)=O)C1=CC(=CC=C1)OC(F)F N-[(2,5-dichlorophenyl)methyl]-1-[3-(difluoromethoxy)phenyl]-5-oxopyrrolidine-3-carboxamid